4-tert-butyl-N,N-dimethylaniline maleate C(\C=C/C(=O)O)(=O)O.C(C)(C)(C)C1=CC=C(N(C)C)C=C1